4-chloro-2-(1,1-difluoroethyl)-6-ethylpyrimidine ClC1=NC(=NC(=C1)CC)C(C)(F)F